2-((2-((R)-4-(difluoromethyl)-2-carbonylthiazolidin-3-yl)-5,6-dihydrobenzo[f]imidazo[1,2-d][1,4]oxazepin-9-yl)amino)propionamide FC([C@H]1N(C(SC1)=C=O)C=1N=C2N(CCOC3=C2C=CC(=C3)NC(C(=O)N)C)C1)F